C(C)(C)(C)OC(=O)C1CCN(CC1)CC1CCNCC1 1-(piperidin-4-ylmethyl)piperidine-4-carboxylic acid tert-butyl ester